CCC(C)ON(C(=O)NC=1C=C2C(=CNC2=CC1)C1CCN(CC1)CCC)C1=CC=CC=C1 N-(3-butoxy)phenyl-N'-(3-(1-propylpiperidin-4-yl)-1H-indol-5-yl)urea